5-(5-tert-butyl-2-methylphenyl)-4,5,6,7-tetrahydro-3-(1H-indol-5-yl)-2-(2-methoxy-6-methylphenyl)-2H-pyrazolo[4,3-c]pyridine C(C)(C)(C)C=1C=CC(=C(C1)N1CC=2C(CC1)=NN(C2C=2C=C1C=CNC1=CC2)C2=C(C=CC=C2C)OC)C